3-(3-bromo-2-methylphenoxy)propan-1-amine BrC=1C(=C(OCCCN)C=CC1)C